Cl.C1CNCCC12CCCCC2 3-azaspiro[5.5]undecane hydrochloride